BrC=1C=C2C(C(N(C2=CC1)CCCCCCCCOC1=C(C=C2CCNC(C2=C1)(C)CC(=O)NC=1SC=CN1)OC)=O)=CC1=CC(=C(C(=C1)Br)O)Br 2-(7-((8-(5-bromo-3-(3,5-dibromo-4-hydroxybenzylidene)-2-oxoindol-1-yl)octyl)oxy)-6-methoxy-1-methyl-1,2,3,4-tetrahydroisoquinolin-1-yl)-N-(thiazol-2-yl)acetamide